BrC1=C(C=C2C(=NC(=NC2=C1F)OC[C@]12CCCN2C[C@@H](C1)F)N1CCOC[C@](C1)(O)C)F (S)-4-(7-bromo-6,8-difluoro-2-(((2r,7as)-2-fluoro-hexahydro-1H-pyrrolizin-7a-yl)methoxy)quinazolin-4-yl)-6-methyl-1,4-oxazepan-6-ol